N-[6-(4-Fluoro-benzylamino)-2-morpholin-4-yl-pyridin-3-yl]-2-(2-fluoro-phenyl)-acetamide FC1=CC=C(CNC2=CC=C(C(=N2)N2CCOCC2)NC(CC2=C(C=CC=C2)F)=O)C=C1